tert-Butyl 10-hydroxy-10-((4-methyl-2-oxopiperazin-1-yl)methyl)-7-azaspiro[4.5]decane-7-carboxylate OC1(CCN(CC12CCCC2)C(=O)OC(C)(C)C)CN2C(CN(CC2)C)=O